N1CCC(CC1)C1=NC=CN=C1 2-(piperidin-4-yl)pyrazine